2-(1-(4-Amino-3-iodo-1H-pyrazolo[3,4-d]pyrimidin-1-yl)propyl)-3-(3-fluorophenyl)-4H-chromene NC1=C2C(=NC=N1)N(N=C2I)C(CC)C=2OC1=CC=CC=C1CC2C2=CC(=CC=C2)F